3-acetamido-N-[5-(2-chlorophenyl)-1,3,4-thiadiazol-2-yl]isoxazole-5-carboxamide C(C)(=O)NC1=NOC(=C1)C(=O)NC=1SC(=NN1)C1=C(C=CC=C1)Cl